BrC=1N=CN(C1C1=CC=NC=C1)CC(=O)N1CCN(CC1)C [4-bromo-5-(pyridin-4-yl)-1H-imidazol-1-yl]-1-(4-methylpiperazin-1-yl)ethan-1-one